ClCCC(=C(C1=CC=C(C=C1)O)C1=CC=C(C=C1)N1CCN(CC1)CC1=CC(=C2C(N(C(C2=C1)=O)C1C(NC(CC1)=O)=O)=O)F)C1=CC=CC=C1 6-((4-(4-(4-chloro-1-(4-hydroxyphenyl)-2-phenylbut-1-en-1-yl)phenyl)piperazin-1-yl)methyl)-2-(2,6-dioxopiperidin-3-yl)-4-fluoroisoindoline-1,3-dione